2-(1-(acridin-9-yl)piperidin-4-yl)ethan C1=CC=CC2=NC3=CC=CC=C3C(=C12)N1CCC(CC1)CC